C(C)S(=O)(=O)C=1C=C(C=NC1C1=NC2=C(C=NC(=C2)C(F)(F)F)N1C)N1C(OCC1)=O 3-[5-ethylsulfonyl-6-[3-methyl-6-(trifluoromethyl)imidazo[4,5-c]pyridin-2-yl]-3-pyridinyl]oxazolidin-2-one